ethyl 2-[3-(4-acetylpiperazin-1-yl)-5'-fluoro-1'-methyl-[4,6'-biindazol]-1-yl]acetate C(C)(=O)N1CCN(CC1)C1=NN(C=2C=CC=C(C12)C1=C(C=C2C=NN(C2=C1)C)F)CC(=O)OCC